C(CCCC(=O)[O-])(=O)OC pentanedioic acid, 1-methyl ester